NC1=NC(=C(C(=N1)NCCCC)CC=1C=C(C#N)C=CC1OC)C 3-((2-amino-4-(butylamino)-6-methylpyrimidin-5-yl)methyl)-4-methoxybenzonitrile